O(S(=O)(=O)C(F)(F)F)C1=CC=C2OC3(OC21)CCCCC3 spiro[cyclohexane-1,2'-cyclopenta[d][1,3]dioxol]-4'-yl triflate